(R)-(3-(3-cyclopropyl-1,2,4-thiadiazol-5-yl)-8-methyl-5,6-dihydro-[1,2,4]triazolo[4,3-a]pyrazin-7(8H)-yl)(4-cyclopropylphenyl)methanone C1(CC1)C1=NSC(=N1)C1=NN=C2N1CCN([C@@H]2C)C(=O)C2=CC=C(C=C2)C2CC2